ClC1=C(C=CC=C1)C1=NC=2NC(N(C(C2N1C1=CC=C(C=C1)Cl)=O)C[C@@H](C(=O)O)C)=O (2S)-3-[8-(2-chlorophenyl)-7-(4-chlorophenyl)-2,6-dioxo-3H-purin-1-yl]-2-methylpropionic acid